thiadiazolopyrimidinone N1=NS(C2=C1C=NC=N2)=O